(S)-2-((((9H-fluoren-9-yl)methoxy)carbonyl)amino)-2-methyl-6-ureidohexanoic acid C1=CC=CC=2C3=CC=CC=C3C(C12)COC(=O)N[C@](C(=O)O)(CCCCNC(=O)N)C